FC(C1=NN(C=2CCCCC12)CC(=O)O)(F)F 2-(3-(trifluoromethyl)-4,5,6,7-tetrahydro-1H-indazol-1-yl)acetic acid